ClC=1C=C(OCC2=CC=C(N=N2)NC(=O)C2=NN(C(CC2)=O)C)C=CC1 N-(6-((3-chlorophenoxy)methyl)pyridazin-3-yl)-1-methyl-6-oxo-1,4,5,6-tetrahydropyridazine-3-carboxamide